5-(4-fluoro-1-(2-fluoroethyl)-1H-benzo[d]imidazol-6-yl)-N-((3R,4R)-3-fluoro-1-(oxetan-3-yl)piperidin-4-yl)-4-methoxypyrrolo[2,1-f][1,2,4]triazin-2-amine FC1=CC(=CC=2N(C=NC21)CCF)C=2C=CN1N=C(N=C(C12)OC)N[C@H]1[C@@H](CN(CC1)C1COC1)F